FC(C1=NC2=C(N1CC(=O)N1CCC(CC1)C=1SC=C(N1)C1=NOC(C1)C1=C(C=CC=C1F)F)C=CC=C2)F 2-(2-(difluoromethyl)-1H-benzimidazol-1-yl)-1-(4-(4-(5-(2,6-difluorophenyl)-4,5-dihydroisoxazol-3-yl)thiazol-2-yl)piperidin-1-yl)ethan-1-one